C(C=C)(=O)NC(C(C)O)O acryloyl-1,2-dihydroxypropylamine